FC1(CCN(CC1)C=1C=C(C=C2C=CC=NC12)C=O)F 8-(4,4-difluoropiperidin-1-yl)quinoline-6-carbaldehyde